(1-((3AR,4R,6aR)-2,6-dimethyltetrahydrofurano[3,4-d][1,3]dioxol-4-yl)-5-fluoro-2-oxo-1,2-dihydropyrimidin-4-yl)carbamic acid pentyl ester C(CCCC)OC(NC1=NC(N(C=C1F)[C@@H]1OC([C@H]2OC(O[C@H]21)C)C)=O)=O